1-(2-Methoxy-4,6-bis(methoxymethoxy)phenyl)ethan-1-one COC1=C(C(=CC(=C1)OCOC)OCOC)C(C)=O